(R)-3-(4-amino-3-(2-fluoro-4-phenoxyphenyl)-1H-pyrazolo[3,4-d]pyrimidin-1-yl)piperidine NC1=C2C(=NC=N1)N(N=C2C2=C(C=C(C=C2)OC2=CC=CC=C2)F)[C@H]2CNCCC2